BrC=1C(=C(C=CC1)C(C(=O)O)CCC(C)(C)C#N)F 2-(3-bromo-2-fluorophenyl)-5-cyano-5-methylhexanoic acid